1,4-dinitrosopiperazine Methyl-m-formylbenzoate COC(C1=CC(=CC=C1)C=O)=O.N(=O)N1CCN(CC1)N=O